C12C(C3CC(CC(C1)C3)C2)NCCNC(=O)C2=NN(C(=C2C)C2=CC=C(C=C2)Cl)C N-(2-((1r,3r,5r,7r)-adamantan-2-ylamino)ethyl)-5-(4-chloro-phenyl)-1,4-dimethyl-1H-pyrazole-3-carboxamide